C(C1=CC=CC=C1)O[C@@H]1CC2=C(N=NC(=C2C)Cl)N(C1)C=1SC=C(N1)C(=O)OCC ethyl 2-[(6R)-6-(benzyloxy)-3-chloro-4-methyl-5H,6H,7H,8H-pyrido[2,3-c]pyridazin-8-yl]-1,3-thiazole-4-carboxylate